FC1=C(C=2C(=NSN2)C(=C1F)C=1SC=CC1)C=1SC=CC1 5,6-difluoro-4,7-bis(thiophen-2-yl)benzo[c][1,2,5]-thiadiazole